6-(3-(2-hydroxypropan-2-yl)benzyl)-4-methyl-2-(methylthio)-4H-thiazolo[5',4':4,5]pyrrolo[2,3-d]pyridazin-5(6H)-one OC(C)(C)C=1C=C(CN2N=CC3=C(C2=O)N(C2=C3SC(=N2)SC)C)C=CC1